deoxy-2'-fluoromethylidenecytidine FC=C1[C@@H](O[C@@H]([C@H]1O)CO)N1C(=O)N=C(N)C=C1